[6-[3-(1-hydroxycyclopropyl)-1,2,4-triazol-1-yl]-2-azaspiro[3.3]heptan-2-yl]-[6-[[3-(trifluoromethyl-sulfonimidoyl)phenyl]methyl]-2-azaspiro[3.3]heptan-2-yl]methanone OC1(CC1)C1=NN(C=N1)C1CC2(CN(C2)C(=O)N2CC3(C2)CC(C3)CC3=CC(=CC=C3)S(=O)(=N)C(F)(F)F)C1